FC1=C(C(=C(C(=C1F)F)F)F)[B-](C1=C(C(=C(C(=C1F)F)F)F)F)(C1=C(C(=C(C(=C1F)F)F)F)F)C1=C(C(=C(C(=C1F)F)F)F)F.C[NH+](C1=CC=C(C=C1)CCCCCCCCCCCCCC)CCCCCCCCCCCCCCCCCC N-methyl-4-tetradecyl-N-octadecyl-anilinium tetrakis(perfluorophenyl)borate